(4-(2H-1,2,3-triazol-2-yl)-3-(difluoromethyl)phenyl)-1-(4-oxo-4H-pyrido[1,2-a]pyrimidin-9-yl)-5-(trifluoromethyl)-1H-pyrazole-4-carboxamide N=1N(N=CC1)C1=C(C=C(C=C1)C1=NN(C(=C1C(=O)N)C(F)(F)F)C1=CC=CN2C1=NC=CC2=O)C(F)F